tert-butyl 2-[methyl(m-tolyl)carbamoyl]pyrrolo[3,2-c]pyridine-1-carboxylate CN(C(=O)C1=CC=2C=NC=CC2N1C(=O)OC(C)(C)C)C=1C=C(C=CC1)C